CN1N=NC(=C1NC(OCC1=CC(=CC=C1)C)=O)C1=NC(=C(C=C1)NS(=O)(=O)C)C 3-methylbenzyl (1-methyl-4-(6-methyl-5-(methyl-sulfonamido)pyridin-2-yl)-1H-1,2,3-triazol-5-yl)carbamate